disodium phenylphosphate, disodium salt [Na+].[Na+].C1(=CC=CC=C1)OP(=O)([O-])[O-].[Na+].[Na+].C1(=CC=CC=C1)OP(=O)([O-])[O-]